8-Aminocaproic acid CCCCCC(=O)ON